Dipotassium diphenylsulfone C1(=CC=CC=C1)S(=O)(=O)C1=CC=CC=C1.[K].[K]